N-(5-(hydroxyamino)-5-oxopentyl)-3-methoxy-4-((5-nitro-1H-indol-3-yl)methyl)benzamide ONC(CCCCNC(C1=CC(=C(C=C1)CC1=CNC2=CC=C(C=C12)[N+](=O)[O-])OC)=O)=O